4-(3-aminopropylamino)-4-tetradecylcarbamoyl-butylcarbamic acid NCCCNC(CCCNC(O)=O)C(NCCCCCCCCCCCCCC)=O